C(C)(C)(C)C=1C=C(C=C(C1O)C(C)(C)C)CCC(=O)OCCC(=O)Cl 3-((3-(3,5-di-tert-butyl-4-hydroxyphenyl)propionyl)oxy)propionyl chloride